2-[(1S,4S)-5-methyl-2,5-diazabicyclo[2.2.1]heptan-2-yl]acetamide CN1[C@@H]2CN([C@H](C1)C2)CC(=O)N